O[C@@H]1[C@H](CCCC1)N(NC(C1=CC=C(C=C1)C)=O)CCS(=O)(=O)F 2-(1-((1S,2S)-2-hydroxycyclohexyl)-2-(4-methylbenzoyl)-hydrazino)ethanesulfonyl fluoride